N-(1-isopropylpiperidin-4-yl)-5-(8-methyl-[1,2,4]triazolo[1,5-a]pyridin-6-yl)-4-(2,2,2-trifluoroethyl)-1H-pyrazole-3-carboxamide C(C)(C)N1CCC(CC1)NC(=O)C1=NNC(=C1CC(F)(F)F)C=1C=C(C=2N(C1)N=CN2)C